(S)-(3-(1-amino-1,3-dihydrospiro[indene-2,4'-piperidin]-1'-yl)-6-(3-(3-(trifluoromethoxy)phenoxy)prop-1-yn-1-yl)pyrazin-2-yl)methanol N[C@@H]1C2=CC=CC=C2CC12CCN(CC2)C=2C(=NC(=CN2)C#CCOC2=CC(=CC=C2)OC(F)(F)F)CO